CSC(=S)OCC1CCO1 (methylthio)((oxetan-4-yl)methoxy)methanethione